(±)-(1S,2S,3S,5R)-2-fluoro-3-((methylsulfonyl)oxy)-9-azabicyclo[3.3.1]Nonane-9-carboxylic acid tert-butyl ester C(C)(C)(C)OC(=O)N1[C@@H]2[C@@H]([C@H](C[C@H]1CCC2)OS(=O)(=O)C)F |r|